COC1=C(C=C(C(=C1)[N+](=O)[O-])S(=O)(=O)O)N1[NH2+]C=NN1C1=C(C=C(C(=C1)S(=O)(=O)O)[N+](=O)[O-])OC.[Na+] sodium 2,3-Bis-(2-methoxy-4-nitro-5-sulfophenyl)-2H-tetrazolium